C(C=C)(=O)NC1=C(C(=O)NC2=NNC3=CC(=CC=C23)C2=CC=C(C=C2)OC)C=CC=C1 2-acrylamido-N-(6-(4-methoxyphenyl)-1H-indazol-3-yl)benzamide